2-(imidazo[1,2-a]pyridin-2-ylmethylamino)isoindolin-1-one N=1C(=CN2C1C=CC=C2)CNN2C(C1=CC=CC=C1C2)=O